BrC=1C=CC(=NC1)CNS(=O)C(C)(C)C N-((5-bromopyridin-2-yl)methyl)-2-methylpropane-2-sulfinamide